C(CCCC=C)N1C(=CC=2C1=NC=CC2)C=O 1-(hex-5-en-1-yl)-1H-pyrrolo[2,3-b]pyridine-2-carbaldehyde